FC(C(O)C1=CC=C(C=C1)C=1C2=C(N=C(N1)N1[C@H](CC1)C)CCC2)(F)F 2,2,2-trifluoro-1-[4-[2-[(2S)-2-methylazetidin-1-yl]-6,7-dihydro-5H-cyclopenta[d]pyrimidin-4-yl]phenyl]ethanol